2,4,5-trihydroxyphenyl-butanone OC1=C(C=C(C(=C1)O)O)CC(CC)=O